Cl.C1(=CC=CC=C1)C=1N=NN(C1)CC1=CC=C(C=C1)C1=NOC(=N1)C1N(CCC1)C(N)=N (3-(4-((4-Phenyl-1H-1,2,3-triazol-1-yl)methyl)phenyl)-1,2,4-oxadiazol-5-yl)pyrrolidine-1-carboximidamide hydrochloride